Butyl-5-(diaminomethylene)-3-((1S,4s)-4-(((2S,4s)-2-hydroxy-6,8-dioxo-5,7-diazaspiro[3.4]octan-5-yl)methyl)cyclohexyl)pyrimidine-2,4,6(1H,3H,5H)-trione C(CCC)N1C(N(C(C(C1=O)=C(N)N)=O)C1CCC(CC1)CN1C2(CC(C2)O)C(NC1=O)=O)=O